C(C)(C)(C)C=1C(=NC(=NC1)Cl)NC=1N=CN(C1)C1CCCC1 tert-butyl-2-chloro-N-(1-cyclopentyl-1H-imidazol-4-yl)pyrimidin-4-amine